BrC=1N=C(N(C1)S(=O)(=O)C1=CC=C(C=C1)S(=O)(=O)N(C)C)C 4-((4-bromo-2-methyl-1H-imidazol-1-yl)sulfonyl)-N,N-dimethylbenzenesulfonamide